O[B-]1([C@@H]2C[C@@H]2C2=CC=C(C(=C2O1)C(=O)O)OC1CN(C1)C([C@@H]1NC[C@H](C1)O)=O)O (2S,4R)-5,5-dihydroxy-9-{1-[(4S)-4-hydroxy-D-prolyl]azetidin-3-yl}oxy-6-oxa-5-boranuidatricyclo[5.4.0.02,4]undeca-1(11),7,9-triene-8-carboxylic acid